butenyl-ethyl-phosphinic acid C(=CCC)P(O)(=O)CC